[1-(2-fluoroethyl)-1H-pyrazol-3-yl]-2-[(3R)-3-methylmorpholin-4-yl]-8-[1-(tetrahydro-2H-pyran-2-yl)-1H-pyrazol-5-yl]-1,7-naphthyridine FCCN1N=C(C=C1)C=1C(=NC2=C(N=CC=C2C1)C1=CC=NN1C1OCCCC1)N1[C@@H](COCC1)C